C(CCCCCCCCC)S(=O)(=O)[O-].[Na+].C1(CC1)C=1NC(=NN1)C1=CC=C(C=C1)C1CN(C1)C(=O)N1C[C@H](CC1)C(=O)N (3S)-1-[3-[4-(5-cyclopropyl-4H-1,2,4-triazol-3-yl)phenyl]azetidine-1-carbonyl]pyrrolidine-3-carboxamide sodium 1-decanesulphonate